N1(C=NC=C1)S(=O)(=O)N1N=CC=C1 1-(1H-imidazole-1-sulfonyl)-1H-pyrazole